3-(3-(cyclopropylmethyl)-7-((4-(dimethylamino)cyclohexyl)amino)thieno[3,2-b]pyridin-2-yl)prop-2-yn C1(CC1)CC1=C(SC=2C1=NC=CC2NC2CCC(CC2)N(C)C)C#CC